N1=CN=C2N=CNC2=C1N[C@@H]1[C@H]([C@@H]([C@H]([C@@H](O1)CO)NC(CN(C(CCCCCCCCCCC)=O)C)=O)O)O N-(2-(((2R,3R,4R,5S,6S)-6-((7H-purin-6-yl)amino)-4,5-dihydroxy-2-(hydroxymethyl)tetrahydro-2H-pyran-3-yl)amino)-2-oxoethyl)-N-methyldodecanamide